C1(CCCCC1)CCN1CCC(CC1)C=1NC(N(N1)C1=C2C=CN=CC2=CC=C1)=O 5-(1-(2-cyclohexylethyl)piperidin-4-yl)-2-(isoquinolin-5-yl)-2,4-dihydro-3H-1,2,4-triazol-3-one